COC1=CC=C(C=C1)C1=NOC(=N1)N1CCC(CC1)C(=O)NCC1CN(CC1)CC1=CN=C(S1)C 1-(3-(4-methoxyphenyl)-1,2,4-oxadiazol-5-yl)-N-((1-((2-methylthiazol-5-yl)methyl)pyrrolidin-3-yl)methyl)piperidine-4-carboxamide